(S)-N-(2,3-Difluoro-4-((3-(2-(piperidin-3-ylamino)pyrimidin-4-yl)pyridin-2-yl)oxy)phenyl)-2,2-difluorobutane-1-sulfonamide FC1=C(C=CC(=C1F)OC1=NC=CC=C1C1=NC(=NC=C1)N[C@@H]1CNCCC1)NS(=O)(=O)CC(CC)(F)F